ClC1=C(C=CC2=C1C(=NCC(N2C)=O)C2=C(C=CC(=C2)O)F)Cl 6,7-Dichloro-5-(2-fluoro-5-hydroxy-phenyl)-1-methyl-3H-1,4-benzodiazepin-2-one